[C@@H]1([C@H](CCC1)OCCO)OCCO 2,2'-(((1r,2s)-cyclopentane-1,2-diyl)bis(oxy))bis(ethan-1-ol)